7,8-Dihydro-6H-quinoline N1=CC=CC=2CCCCC12